2-propene-1-sulfinic acid, ethyl ester C(C=C)S(=O)OCC